OC=1C(=CC=2[C@H]3N(N4C(C2C1)=CC(C(=C4)C(=O)OCC)=O)C(CC3)(C)C)OCCCOC Ethyl (S)-11-hydroxy-12-(3-methoxypropoxy)-3,3-dimethyl-8-oxo-2,3,8,13b-tetrahydro-1H-pyrido[2,1-a]pyrrolo[1,2-c]phthalazine-7-carboxylate